2-(methacryloyloxy)-ethanesulfonic acid C(C(=C)C)(=O)OCCS(=O)(=O)O